(1R,2S)-2-(6-benzofuranyl)cyclohexan-1-ol O1C=CC2=C1C=C(C=C2)[C@H]2[C@@H](CCCC2)O